N1=C(N=CN=C1)N1CCN(CC1)CC=1C=C2C(N(C(C2=CC1)=O)N1C(NC(CC1)=O)=O)=O 5-((4-(1,3,5-triazine-2-yl)piperazine-1-yl)methyl)-2-(2,4-dioxotetrahydropyrimidine-1(2H)-yl)isoindoline-1,3-dione